5-((3,5,5,8,8-pentamethyl-5,6,7,8-tetrahydronaphthalen-2-yl)methyl)-N-(2,4,6-trimethoxyphenyl)furan-2-carboxamide CC=1C(=CC=2C(CCC(C2C1)(C)C)(C)C)CC1=CC=C(O1)C(=O)NC1=C(C=C(C=C1OC)OC)OC